FC(OC1=CC=C(C=C1)N1CCC(CC1)NC(OCCC1CCN(CC1)CC1=CC=CC=C1)=O)(F)F 2-(1-benzylpiperidin-4-yl)ethyl N-{1-[4-(trifluoromethoxy)phenyl]piperidin-4-yl}carbamate